C(C)(C)(C)OC(NC=1SC=C(N1)CC(=O)NC1CCN(CC1)C1CCCCC1)=O (4-{2-[(1-Cyclohexylpiperidin-4-yl)amino]-2-oxoethyl}-1,3-thiazol-2-yl)carbamic acid tert-butyl ester